2-butyl-1-((2'-(N-(4,5-dimethylisoxazol-3-yl)-N-(methoxymethyl)sulfamoyl)-2-(ethoxymethyl)-[1,1'-biphenyl]-4-yl)methyl)-4-methyl-6-oxo-1,6-dihydropyrimidine-5-carboxylic acid C(CCC)C=1N(C(C(=C(N1)C)C(=O)O)=O)CC1=CC(=C(C=C1)C1=C(C=CC=C1)S(N(COC)C1=NOC(=C1C)C)(=O)=O)COCC